N-benzyl-N-(4-methoxyphenyl)-3-phenylpropanamide C(C1=CC=CC=C1)N(C(CCC1=CC=CC=C1)=O)C1=CC=C(C=C1)OC